4-((2-(1H-pyrrolo[2,3-b]pyridin-3-yl)pyrimidin-4-yl)amino)-1-(ethanesulfonyl)-N-(2,2,2-trifluoroethyl)piperidine-4-carboxamide N1C=C(C=2C1=NC=CC2)C2=NC=CC(=N2)NC2(CCN(CC2)S(=O)(=O)CC)C(=O)NCC(F)(F)F